BrC1=CC(=C(C(=C1)C)N1C(N(C2=CC=CC=C2C1=O)CC1=CC=C(C(=O)NO)C=C1)=O)C 4-((3-(4-bromo-2,6-dimethylphenyl)-2,4-dioxo-3,4-dihydroquinazolin-1(2H)-yl)methyl)-N-hydroxybenzoamide